N(=C=O)C(=O)O isocyanatoformic acid